C(C)OC(CCC(=O)C1=NC(=CC=C1O)CC1=CC=C(C=C1)C(F)(F)F)=O 4-[3-Hydroxy-6-(4-trifluoromethyl-benzyl)-pyridin-2-yl]-4-oxo-butyric acid ethyl ester